tert-butyl (1-((1-(2-fluoro-4-nitrophenyl)piperidin-4-yl)methyl)piperidin-4-yl)carbamate FC1=C(C=CC(=C1)[N+](=O)[O-])N1CCC(CC1)CN1CCC(CC1)NC(OC(C)(C)C)=O